OC(C=O)CCCC alpha-Hydroxyhexanal